CC=1C(C(CCC1)(C)C)CC(C=C)=O (2,6,6-Trimethyl-2-cyclohexenyl)-3-buten-2-on